OCCS(=O)(=O)NC1=CC(=C(C(=O)NC2=NC(=CC(=N2)C)N2CCOCC2)C=C1)N1CCC2(CC2)CC1 4-((2-hydroxyethyl)sulfonamido)-N-(4-methyl-6-morpholinopyrimidin-2-yl)-2-(6-azaspiro[2.5]octan-6-yl)benzamide